3-((benzo[d]oxazol-5-ylmethyl)amino)-5-(2-chlorophenoxy)-4H-benzo[e][1,2,4]thiadiazine 1,1-dioxide O1C=NC2=C1C=CC(=C2)CNC2=NS(C1=C(N2)C(=CC=C1)OC1=C(C=CC=C1)Cl)(=O)=O